NC(CCC1=NC2=CC=C(N=C2C(=C1C(=O)N)NC(C)C)C=1C=NNC1)(C)C 3-amino-3-methylbutyl-4-(isopropylamino)-6-(1H-pyrazol-4-yl)-1,5-naphthyridine-3-carboxamide